Methyl 3-chloro-5-fluoro-6-(3-methyl-4-(trifluoromethyl) phenyl)picolinate ClC=1C(=NC(=C(C1)F)C1=CC(=C(C=C1)C(F)(F)F)C)C(=O)OC